C1(CC1)C=1C=C(C(N(N1)C1=CC(=C(C=C1)OC)OC)=O)C(=O)C1C(CC(CC1=O)(C)C)=O 2-[6-cyclopropyl-2-(3,4-dimethoxyphenyl)-3-oxo-pyridazine-4-carbonyl]-5,5-dimethyl-cyclohexane-1,3-dione